ClC1=C(C=C(OCC(=O)NC23CC(C(CC2)(CC3)C=3OC(=NN3)OC3=CC(=C(C=C3)Cl)F)O)C=C1)F 2-(4-chloro-3-fluorophenoxy)-N-(4-(5-(4-chloro-3-fluorophenoxy)-1,3,4-oxadiazol-2-yl)-3-hydroxybicyclo[2.2.2]oct-1-yl)acetamide